ClC=1C=C(C=C(C1)Cl)C(CC(=O)O)N1N=CC2=CC(=CC=C12)CCC1=NC=2NCCCC2C=C1 3-(3,5-Dichlorophenyl)-3-(5-(2-(5,6,7,8-tetrahydro-1,8-naphthyridin-2-yl)-ethyl)-1H-indazol-1-yl)propanoic acid